triethanol aluminum [Al].C(C)O.C(C)O.C(C)O